C(C)(C)(C)OC([C@](C)([C@@H]1OC2=CC=C(C=C2CC1)Br)ON)=O (S)-2-(aminooxy)-2-((R)-6-bromochroman-2-yl)propionic acid tert-butyl ester